6-bromo-1,3-benzoxazol-2-amine BrC1=CC2=C(N=C(O2)N)C=C1